2'-(7,7-dimethyl-1-oxido-1'H,7H-spiro[furo[3,4-b]pyridine-5,4'-piperidin]-1'-yl)-1,3-dihydro-4'H-spiro[indene-2,5'-[1,3]oxazol]-4'-one CC1(OC2(CCN(CC2)C=2OC3(C(N2)=O)CC2=CC=CC=C2C3)C=3C1=[N+](C=CC3)[O-])C